trans-4-((3-(1-Isopropyl-1H-pyrazol-4-yl)phenyl)((trans-4-(5-methoxy-6-methylpyridin-2-yl)cyclohexyl)methyl)carbamoyl)cyclohexyl 3-ethylazetidine-1-carboxylate C(C)C1CN(C1)C(=O)O[C@@H]1CC[C@H](CC1)C(N(C[C@@H]1CC[C@H](CC1)C1=NC(=C(C=C1)OC)C)C1=CC(=CC=C1)C=1C=NN(C1)C(C)C)=O